C(C(C)(C)C)(=O)[O-] pivalat